2,2'-(4-((6-carboxypyridin-2-yl)methyl)-1,4,7,10-tetraazacyclododecane-1,7-diyl)diacetic acid C(=O)(O)C1=CC=CC(=N1)CN1CCN(CCNCCN(CC1)CC(=O)O)CC(=O)O